CNC1=CC2=C(OCO2)C=C1 N-methyl-benzo[d][1,3]dioxol-5-amine